C(CCCCCCCCCCCCCCCCC)[SiH](O[SiH2]O[SiH2]O[SiH3])C octadecyl-methyltetrasiloxane